C(CCCCCCC\C=C/CCCCCCCC)NCCC1=CC(O)=C(O)C=C1 N-Oleyl-dopamine